COC(=O)C1=C(C(=NN1C[C@H]1[C@@H](C1)C(F)(F)F)C1(CC1)F)C(F)(F)F.C(=O)(O)C1=C(OC2=C(C=CC=C2)OC2=C(C=CC=C2)C(=O)O)C=CC=C1 bis(2'-carboxyphenoxy)benzene Methyl-3-(1-fluorocyclopropyl)-4-(trifluoromethyl)-1-(((trans)-2-(trifluoromethyl)cyclopropyl)methyl)-1H-pyrazole-5-carboxylate